2-(difluoromethoxy)-5-vinylpyrimidine FC(OC1=NC=C(C=N1)C=C)F